N1N=CC2=C(C=CC=C12)C1=NC(=CC(=N1)N=S(=O)(C)C)N1[C@@H](COCC1)C (R)-((2-(1H-indazol-4-yl)-6-(3-methylmorpholino)pyrimidin-4-yl)imino)-dimethyl-λ6-sulfanone